ClC=1C(=C(CN2[C@@H](C[C@@](CC2)(C(=O)O)CC2=NC(=CC=C2)NC2=NNC(=C2)C)C)C=CC1)F (2R,4R)-1-(3-chloro-2-fluorobenzyl)-2-methyl-4-((6-((5-methyl-1H-pyrazol-3-yl)amino)pyridin-2-yl)methyl)piperidine-4-carboxylic acid